CN(C\C=C/1\C(N(C[C@H]1C)C=1C=CC=2N=CN=C(C2N1)NC1=CC(=C(C=C1)OC1=CC2=C(N(N=N2)C)C=C1)C)=O)C (3E,4S)-3-[2-(dimethylamino)ethylidene]-4-methyl-1-[4-({3-methyl-4-[(1-methyl-1,2,3-benzotriazol-5-yl)oxy]phenyl}amino)pyrido[3,2-d]pyrimidin-6-yl]pyrrolidin-2-one